5-(((cyclopropylmethyl)amino)(phenyl)methyl-2-fluorophenyl)-3-(trifluoromethyl)-1H-pyrazole-5-carboxamide C1(CC1)CNC1=C(C(=C(C=C1)C1(C=C(NN1)C(F)(F)F)C(=O)N)F)CC1=CC=CC=C1